CC=1N=NC=C(C1[C@@H](C)OC=1C=C2C(=NNC2=CC1)C=1C=C(C(=C(C#N)C1)OC1CCN(CC1)C1COC1)C)C (R)-5-(5-(1-(3,5-dimethylpyridazin-4-yl)ethoxy)-1H-indazol-3-yl)-3-methyl-2-((1-(oxetan-3-yl)piperidin-4-yl)oxy)benzonitrile